BrC1=CC(=C(C=C1)CC(=O)OCC)OCC=1C=C(C2=C(C=C(O2)COC)C1)C1=CC(=CC=C1)CNC(=O)OC(C)(C)C ethyl 2-(4-bromo-2-((7-(3-(((tert-butoxycarbonyl)amino)methyl)phenyl)-2-(methoxymethyl)benzofuran-5-yl)methoxy)phenyl)acetate